2-((S)-4-(7-(8-chloronaphthalene-1-yl)-3-fluoro-2-(((3R,4R)-4-methoxy-1-methyl-Pyrrolidin-3-yl)oxy)-5,6,7,8-tetrahydro-1,7-naphthyridin-4-yl)piperazin-2-yl)acetonitrile ClC=1C=CC=C2C=CC=C(C12)N1CCC=2C(=C(C(=NC2C1)O[C@@H]1CN(C[C@H]1OC)C)F)N1C[C@@H](NCC1)CC#N